CC(=CCC/C(=C/CC/C(=C/CC/C(=C/COP(=O)(O)OP(=O)(O)O)/C)/C)/C)C The molecule is the all-trans-isomer of geranylgeranyl diphosphate. It has a role as a mouse metabolite. It is a conjugate acid of a 2-trans,6-trans,10-trans-geranylgeranyl diphosphate(3-).